(R)-(1-(4-fluorophenyl)-6-((1-propyl-1H-1,2,3-triazol-4-yl)sulfonyl)-4,4a,5,6,7,8-hexahydro-1H-pyrazolo[3,4-g]isoquinolin-4a-yl)(pyridin-2-yl)methanone FC1=CC=C(C=C1)N1N=CC2=C1C=C1CCN(C[C@]1(C2)C(=O)C2=NC=CC=C2)S(=O)(=O)C=2N=NN(C2)CCC